O1C(OCC1)C=1C=NC=NC1 5-(1,3-dioxolan-2-yl)pyrimidine